N-(3-(4-amino-3-(4-((2-methoxy-5-methylbenzamido)methyl)phenyl)-1H-pyrazolo[3,4-d]pyrimidin-1-yl)cyclohexyl)-N-methyl-1H-1,2,4-triazole-1-carboxamide NC1=C2C(=NC=N1)N(N=C2C2=CC=C(C=C2)CNC(C2=C(C=CC(=C2)C)OC)=O)C2CC(CCC2)N(C(=O)N2N=CN=C2)C